ClC=1C=CC=C2C(C=C(OC12)C1=C(OC2CC(C2)C(=O)O)C=C(C=C1)C)=O 3-[2-(8-chloro-4-oxo-chromen-2-yl)-5-methyl-phenoxy]cyclobutane-carboxylic acid